[O-2].[Ti+4].[Co+2].[Li+] Lithium cobalt titanium oxide